6-bromo-N-[5-(2,2-difluoroethoxy)-4,6-dimethoxy-pyrimidin-2-yl]-7-fluoro-1H-indole-3-sulfonic acid amide BrC1=CC=C2C(=CNC2=C1F)S(=O)(=O)NC1=NC(=C(C(=N1)OC)OCC(F)F)OC